1,3-Bis(hydroxybenzoyl)benzol OC1=C(C(=O)C2=CC(=CC=C2)C(C2=C(C=CC=C2)O)=O)C=CC=C1